C(C=C)(=O)N1[C@H](CN(C[C@H]1C)C1=NC(N2C3=C(C(=C(C=C13)C(F)(F)F)C1=CC=C(C=C1)F)SC[C@@H]2C)=O)C (S)-7-((3S,5R)-4-acryloyl-3,5-dimethylpiperazin-1-yl)-10-(4-fluorophenyl)-3-methyl-9-(trifluoromethyl)-2H-[1,4]thiazino[2,3,4-ij]quinazolin-5(3H)-one